ClC=1C=C2C=NC(=NC2=CC1N1CCC2(CCCO2)CC1)NC=1C=NN(C1)C12CC(C1)(C2)COC 6-chloro-N-{1-[3-(methoxymethyl)bicyclo[1.1.1]pentan-1-yl]-1H-pyrazol-4-yl}-7-(1-oxa-8-azaspiro[4.5]decan-8-yl)quinazolin-2-amine